COC=1C=C(C(=O)OC)C=C(C1[N+](=O)[O-])NC methyl 3-methoxy-5-(methylamino)-4-nitrobenzoate